2-ketobutyric acid O=C(C(=O)O)CC